CN1C(=N\C(\C1=O)=C/C=1C=C2C=CC=NC2=CC1)SC (5Z)-3-methyl-2-methylsulfanyl-5-(quinolin-6-ylmethylene)-imidazol-4-one